NC1=C(C=C(C=N1)C=1C=NC(=CC1)F)C(=O)N[C@@H]1[C@H](CCC1)OCC1=CC=C(C=C1)C=1C=C2C(C[C@@H](C2=CC1)N1CCN(CC1)CCO)(C)C 6-amino-6'-fluoro-N-{(1S,2S)-2-[(4-{(1S)-1-[4-(2-hydroxyethyl)piperazin-1-yl]-3,3-dimethyl-2,3-dihydro-1H-inden-5-yl}phenyl)methoxy]cyclopentyl}[3,3'-bipyridine]-5-carboxamide